C(CCCCCCCC)(=O)[O-].[Na+] sodium n-nonanoate